BrC1=CC(=CC(=N1)N1CCN(C2(CC2)C1)C(=O)OC(C)(C)C)F tert-butyl 7-(6-bromo-4-fluoropyridin-2-yl)-4,7-diazaspiro[2.5]octane-4-carboxylate